2-amino-4,5-dichloro-nicotinaldehyde NC1=C(C=O)C(=C(C=N1)Cl)Cl